FC(C1=CC(=NC=2N1N=CC2C(=O)NC)C2=CC(=C(C=C2)C)C)F 7-difluoromethyl-5-(3,4-dimethylphenyl)-N-methylpyrazolo[1,5-a]pyrimidine-3-carboxamide